BrC1=CC=C(COC2=C(C(=CC=C2)O)C(C)=O)C=C1 1-(2-((4-bromobenzyl)oxy)-6-hydroxyphenyl)ethan-1-one